FC(CCO)(C(C)(O[Si](CC)(CC)CC)C1=CC=CC=C1)F 3,3-difluoro-4-phenyl-4-((triethylsilyl)oxy)pentan-1-ol